C(C)N(C1=C(C=CC(=C1)OC)[C@H]1CC=2C=CC(=CC2CC1)C(=O)OC)CC1=CC=C(C=C1)CCNCC methyl (R)-6-(2-(ethyl (4-(2-(ethylamino) ethyl) benzyl) amino)-4-methoxyphenyl)-5,6,7,8-tetrahydronaphthalen-2-carboxylate